1,2-diamino-4,5-methylenedioxybenzene 2HCl Cl.Cl.NC1=C(C=C2C(=C1)OCO2)N